ClC1=CC(=CC=2C=CSC21)C(=O)OC methyl 7-chlorobenzothiophene-5-carboxylate